CC1=CC(=C(C=C1)S(=O)(=O)N1[C@H](OCCC1)C(=O)OCC)O[C@H](C)CCCC=O |&1:11| Ethyl (RS)-3-((4-methyl-2-(((R)-6-oxohexan-2-yl)oxy)phenyl)sulfonyl)-1,3-oxazinane-2-carboxylate